2-(((4-oxocyclohexyl)thio)methyl)-7-(phenylamino)quinazolin-4(3H)-one O=C1CCC(CC1)SCC1=NC2=CC(=CC=C2C(N1)=O)NC1=CC=CC=C1